O[C@H]1CN(CC[C@H]1NC1=NC=C(C=C1)C(F)(F)F)S(=O)(=O)C1=CC=C(C=C1)C=1C=C2C(=NC1)NC(N2)=O 6-(4-(((3S,4R)-3-hydroxy-4-((5-(trifluoromethyl)pyridin-2-yl)amino)piperidin-1-yl)sulfonyl)phenyl)-1,3-dihydro-2H-imidazo[4,5-b]pyridin-2-one